6-(4,4-difluoropiperidin-1-yl)-N-(benzhydryl)-5-nitropyridin-2-amine FC1(CCN(CC1)C1=C(C=CC(=N1)NC(C1=CC=CC=C1)C1=CC=CC=C1)[N+](=O)[O-])F